FC=1C=C(C=CC1)CNC(O[C@H]1[C@H](NC[C@@H]1O)CC1=CC=C(C=C1)C1=CN=C(S1)C(F)F)=O (2R,3S,4S)-2-({4-[2-(difluoromethyl)-1,3-thiazol-5-yl]phenyl}methyl)-4-hydroxypyrrolidin-3-yl N-[(3-fluorophenyl)methyl]carbamate